ClC1=C(C=C(C#N)C=C1)C(C1=C(N=C(S1)N1CCOCC1)C)O 4-chloro-3-[hydroxy-(4-methyl-2-morpholin-4-yl-1,3-thiazol-5-yl)methyl]Benzonitrile